C(C(=C)C)(=O)OCC[N+](C)(C)CC 2-(ethyl dimethylammonio)ethyl methacrylate